C(C1=CC=CC=C1)NC1=C(C=C(C=C1)S(=O)(=O)NC1=NC=NS1)Cl 4-(benzylamino)-3-chloro-N-(1,2,4-thiadiazol-5-yl)benzenesulfonamide